N-{2-Chloro-4-[(5-chloro-thiophen-2-ylmethyl)-amino]-phenyl}-2-thiophen-2-yl-acetamide ClC1=C(C=CC(=C1)NCC=1SC(=CC1)Cl)NC(CC=1SC=CC1)=O